C(#N)C1=CNC2=C(C=CC(=C12)C)NS(=O)(=O)C=1SC(=C(N1)C)C(=O)N1CCOCC1 N-(3-cyano-4-methyl-1H-indol-7-yl)-4-methyl-5-(morpholine-4-carbonyl)thiazole-2-sulfonamide